1-(3-iodopropyl)piperazine ICCCN1CCNCC1